5-{[5-(4-Chlorophenyl)-6-ethoxypyridin-3-yl]methyl}pyrimidin ClC1=CC=C(C=C1)C=1C=C(C=NC1OCC)CC=1C=NC=NC1